C(C)(C)(C)C=1C=C2C=CC(=NC2=CC1)CC#N 2-(6-tert-butyl-quinolin-2-yl)acetonitrile